2-fluoro-5-nitro-4-(((tetrahydro-2H-pyran-4-yl)methyl)amino)benzenesulfonyl chloride FC1=C(C=C(C(=C1)NCC1CCOCC1)[N+](=O)[O-])S(=O)(=O)Cl